CC1=NC=NN1C1=CC(=NC=N1)N1CCC(CC1)C(=O)OC methyl 1-[6-(5-methyl-1,2,4-triazol-1-yl)pyrimidin-4-yl]piperidine-4-carboxylate